ClC1=C(C=C(N=N1)N[C@H]1CN(CCC1)CCN1CC(C(C1)F)O)C 1-{2-[(3R)-3-[(6-chloro-5-methylpyridazin-3-yl)amino]piperidin-1-yl]ethyl}-4-fluoropyrrolidin-3-ol